FC1=CC=C(C=C1)N1CCN(CC1)CC[C@@H]1OC(C2(C1)CCN(CC2)C([C@H](CC)NC(C)=O)=O)=O N-((S)-1-((R)-3-(2-(4-(4-fluorophenyl)piperazin-1-yl)ethyl)-1-oxo-2-oxa-8-azaspiro[4.5]decan-8-yl)-1-oxobutan-2-yl)acetamide